Cl.CN(C1CCC(CC1)NC1=NC=2N(C(C(=NC2C=N1)C1=CC(=C(C=C1)NS(=O)(=O)C=1C=NC=CC1)F)=O)C(C)C)C N-(4-(2-(((1r,4r)-4-(Dimethylamino)cyclohexyl)amino)-8-isopropyl-7-oxo-7,8-dihydropteridin-6-yl)-2-fluorophenyl)pyridine-3-sulfonamide hydrochloride